4'-((2s,3S)-4-acryloyl-3-methylmorpholin-2-yl)-6'-chloro-5-methoxy-N-methyl-[2,2'-bipyridine]-4-carboxamide C(C=C)(=O)N1[C@H]([C@@H](OCC1)C1=CC(=NC(=C1)Cl)C1=NC=C(C(=C1)C(=O)NC)OC)C